((S)-(3-chloro-5-fluoropyridin-2-yl)(cyclopropyl)methyl)-2-(2,6-dioxopiperidin-3-yl)-1-oxoisoindoline-5-carboxamide ClC=1C(=NC=C(C1)F)[C@@H](C1CC1)C1N(C(C2=CC=C(C=C12)C(=O)N)=O)C1C(NC(CC1)=O)=O